(N-[4-amino-5-(3-isopropyl-1,2,4-oxadiazole-5-carbonyl)thiazol-2-yl]-4-fluoro-anilino)propanamide NC=1N=C(SC1C(=O)C1=NC(=NO1)C(C)C)N(C1=CC=C(C=C1)F)C(C(=O)N)C